O1COC2=C1C=CC(=C2)CCNC(=O)C21CC3(CC(CC(C2)C3)C1)C1=CC=C(C=C1)Cl 3-(4-Chloro-phenyl)-adamantane-1-carboxylic acid (2-benzo[1,3]dioxol-5-yl-ethyl)-amide